FC1(CCN(CC1)C=1C=2N(C=C(N1)NC(C1=C(C=C(C=C1)I)F)=O)C(=C(N2)C)C)F N-(8-(4,4-difluoropiperidin-1-yl)-2,3-dimethylimidazo[1,2-a]pyrazin-6-yl)-2-Fluoro-4-iodobenzamide